ClC=1C(=NC(=NC1)NC1=C(C=C(C=C1)N1C[C@@H]2CN(C[C@@H]2C1)C)OC(F)F)NC1=C(SC=C1)C(=O)N 3-((5-chloro-2-((2-(difluorometh-oxy)-4-((3aR,6aS)-5-methylhexa-hydropyrrolo[3,4-c]pyrrol-2(1H)-yl)phenyl)amino)pyrimidin-4-yl)-amino)thiophene-2-carboxamide